1-(4-methylphenyl)-1H-indole-2,3-dione CC1=CC=C(C=C1)N1C(C(C2=CC=CC=C12)=O)=O